1,3-bis((2-benzylaminoethyl)aminomethyl)-4,5-dimethoxybenzene C(C1=CC=CC=C1)NCCNCC1=CC(=C(C(=C1)OC)OC)CNCCNCC1=CC=CC=C1